C(CCC)PC1=CC=C(C=C1)N(C)C butyl(4-dimethylaminophenyl)phosphine